cobalt carbonate aluminum [Al+3].C([O-])([O-])=O.[Co+2]